hydroxy-5,6,7-trimethoxyflavone OC1=C(OC2=CC(=C(C(=C2C1=O)OC)OC)OC)C1=CC=CC=C1